BrCCOCCOCC1=C(C=C2C([C@](C3(C(=C12)C)CC3)(C)O)=O)C (R)-3'-((2-(2-bromoethoxy)ethoxy)methyl)-6'-hydroxy-2',4',6'-trimethylspiro[cyclopropane-1,5'-inden]-7'(6'H)-one